ClC=1C(=C(C=CC1)C[C@@H]1N(CC([C@H]1OS(=O)(=O)C(F)(F)F)(F)F)C(=O)OC(C)(C)C)F |r| rac-tert-butyl (2S,3S)-2-[(3-chloro-2-fluorophenyl)methyl]-4,4-difluoro-3-[(trifluoromethanesulfonyl)oxy]pyrrolidine-1-carboxylate